NC1=NC=CC=C1C1=NC=2C(=NC(=CC2)N2C(OCC2)=O)N1C1=CC=C(C=C1)CO[Si](C)(C)C(C)(C)C 3-(2-(2-Aminopyridin-3-yl)-3-(4-(((tert-butyldimethylsilyl)oxy)methyl)phenyl)-3H-imidazo[4,5-b]pyridin-5-yl)oxazolidin-2-one